ClC1=C(C=C(C#N)C=C1)C=1NC2=C(C=C(C=C2C(C1)=O)F)F 4-chloro-3-(6,8-difluoro-4-oxo-1,4-dihydroquinolin-2-yl)benzonitrile